OCC=1C(=NN(C1C)C1=CC=C(C=C1)CN1C(CCC1)=O)C(F)(F)F 1-[[4-[4-(hydroxymethyl)-5-methyl-3-(trifluoromethyl)pyrazol-1-yl]phenyl]methyl]pyrrolidin-2-one